FC(C(C(F)(F)F)(F)OCC)(F)F Ethyl heptafluoroisopropyl ether